COC(=O)C1=NC(=C(C=C1)N(C(=O)OC(C)(C)C)C(C#CC=1C=C2C(=CC=CN2C1CC(F)(F)F)Br)([2H])[2H])OC 5-((3-(8-bromo-3-(2,2,2-trifluoroethyl)indolizin-2-yl)prop-2-yn-1-yl-1,1-d2)(tert-butyloxycarbonyl)amino)-6-methoxypyridine-2-carboxylic acid methyl ester